(2-bromophenyl)(4-chlorophenyl)methanol BrC1=C(C=CC=C1)C(O)C1=CC=C(C=C1)Cl